O1CC(C1)OCC=1C2=C(N=C(N1)N1CCOCC1)N(CC2)C=2C=NC=CC2 4-(4-((oxetan-3-yloxy)methyl)-7-(pyridin-3-yl)-6,7-dihydro-5H-pyrrolo[2,3-d]pyrimidin-2-yl)morpholine